COC1=CC=CC2=C1NC(=N2)NC(=S)NNC(=O)N2CCOCC2 N-(7-methoxy-1H-benzo[d]imidazol-2-yl)-2-(morpholine-4-carbonyl)hydrazine-1-carbothioamide